ClC1=NC(=CC=C1)CCC1=C(C=C(C=C1)Cl)F 2-chloro-6-[2-(4-chloro-2-fluoro-phenyl)ethyl]Pyridine